ClC1=CC(=C(C=C1)C1=NN2C(CN(C(C2)C)C(=O)[O-])=C1C1=CC=NC=C1)F 2-(4-chloro-2-fluorophenyl)-6-methyl-3-(pyridin-4-yl)-6,7-dihydropyrazolo[1,5-a]pyrazine-5(4H)-carboxylate